(R)-tert-butyl 3-((S)-3-(3-((aminooxy)methyl)-2,4-difluorophenyl)-1-(tert-butoxy)-1-oxopropan-2-yl)pyrrolidine-1-carboxylate NOCC=1C(=C(C=CC1F)C[C@H](C(=O)OC(C)(C)C)[C@@H]1CN(CC1)C(=O)OC(C)(C)C)F